N-(3-(hydroxycarbamoyl)cyclopentyl)-6,7-dimethyl-3-oxo-4-((2S,3S,4R)-2,3,4,5-tetrahydroxypentyl)-3,4-dihydroquinoxaline-2-carboxamide ONC(=O)C1CC(CC1)NC(=O)C1=NC2=CC(=C(C=C2N(C1=O)C[C@@H]([C@@H]([C@@H](CO)O)O)O)C)C